N-(2,4-dichlorobenzyl)-1-(3-fluorobenzyl)piperidine-4-carboxamide ClC1=C(CNC(=O)C2CCN(CC2)CC2=CC(=CC=C2)F)C=CC(=C1)Cl